C(C)NC(=O)NC1=NC2=C(N1)C=CC(=C2)C2=CC(=CC(=C2)CC2=NNC(C1=CC=CC=C21)=O)F 1-ethyl-3-(5-(3-fluoro-5-((4-oxo-3,4-dihydrophthalazin-1-yl)methyl)phenyl)-1H-benzimidazol-2-yl)urea